C(C1=CC=CC=C1)C1N(CC2(C1)CCCC2)C2=NC(=CC(=N2)N2CCOCC2)OCC2=CC=C(C=C2)OC 4-(2-(3-benzyl-2-azaspiro[4.4]nonan-2-yl)-6-((4-methoxybenzyl)oxy)pyrimidin-4-yl)morpholine